3-methyl-tetralin CC1CCC2=CC=CC=C2C1